C(C)C(C(=O)OCC)(CC)CC Ethyl 2,2-diethylbutyrate